7-bromo-3-butyl-8-methoxy-5-phenyl-2,3,4,5-tetrahydropyrido[2,3-f][1,2,5]thiadiazepine 1,1-dioxide BrC=1C(=CC2=C(N(CC(NS2(=O)=O)CCCC)C2=CC=CC=C2)N1)OC